C(C)(C)(C)OC(=O)N(C1CCN(CC1)C1=NC=C(C=2C1=CN(N2)C)C(=O)OC)C2CC2 methyl 4-[4-[tert-butoxycarbonyl(cyclopropyl)amino]-1-piperidyl]-2-methyl-pyrazolo[4,3-c]pyridine-7-carboxylate